C(C1=CC=CC=C1)OC(=O)NC1C(C(OCC1)C=1C=C(C=CC1)CC(=O)OC)O methyl 2-(3-(4-(((benzyloxy)carbonyl)amino)-3-hydroxytetrahydro-2H-pyran-2-yl)phenyl)acetate